C1(=CC=CC=C1)C(C(C)C1=CC=CC=C1)C bis(phenyl)butane